Methyl ((2-(((S)-5-((4,4-difluorocyclohexyl)amino)-3-methylpentyl)oxy)-6-methylpyridin-3-yl)sulfonyl)-L-prolinate FC1(CCC(CC1)NCC[C@@H](CCOC1=NC(=CC=C1S(=O)(=O)N1[C@@H](CCC1)C(=O)OC)C)C)F